5-(chloromethyl)-2,2-dimethyl-2,3-dihydrobenzofuran ClCC=1C=CC2=C(CC(O2)(C)C)C1